3-amino-6-cyclopropyl-4-(7-fluoro-1H-indazol-4-yl)-1H-benzo[h]quinolin-2-one NC=1C(NC2=C3C(=C(C=C2C1C1=C2C=NNC2=C(C=C1)F)C1CC1)C=CC=C3)=O